2-(3-aminopyrazol-1-yl)-1-pyrrolidin-1-yl-ethanone NC1=NN(C=C1)CC(=O)N1CCCC1